(3R)-3-{4-[(2S)-pent-2-yloxy]phenyl}hex-4-ynoic acid C[C@@H](CCC)OC1=CC=C(C=C1)[C@@H](CC(=O)O)C#CC